2-bromo-1-(4-methylphenyl)ethan-1-one BrCC(=O)C1=CC=C(C=C1)C